COC=1C=C(C=CC1)C1CC(NC=2N=CNC(C21)=O)=O 5-(3-methoxyphenyl)-5,6-dihydropyrido[2,3-d]pyrimidine-4,7(3H,8H)-dione